CC1=CN=C(S1)NC1=NC(=NC(=C1)CN1CCOCC1)NC1CN(CC1)C(C=C)=O 1-(3-((4-((5-methylthiazol-2-yl)amino)-6-(morpholinomethyl)pyrimidin-2-yl)amino)pyrrolidin-1-yl)prop-2-en-1-one